C(=CCCCCCCCCCCCCCCCC)N1C(=C(C(C2=C(C=C(C=C12)OC)OC)=O)OC)C1=CC=C(C=C1)OC N-octadecenyl-2-(4-methoxyphenyl)-3,5,7-trimethoxyquinolin-4-one